(S)-2-(2,2-dimethyl-3-oxo-2,3-dihydrobenzofuran-6-ylamino)-4-(2-hydroxy-1-phenylethylamino)-N-phenylpyrimidine-5-carboxamide CC1(OC2=C(C1=O)C=CC(=C2)NC2=NC=C(C(=N2)N[C@H](CO)C2=CC=CC=C2)C(=O)NC2=CC=CC=C2)C